CC1=CN(C=C1C)C(=O)OC(C)(C)C Tert-butyl 3,4-dimethyl-1H-pyrrole-1-carboxylate